1-acetyl-6'-chloro-1'-(4-methoxybenzyl)spiro[azetidine-3,3'-indoline]-2'-one C(C)(=O)N1CC2(C(N(C3=CC(=CC=C23)Cl)CC2=CC=C(C=C2)OC)=O)C1